BrC=1C(NC(N(N1)C(F)F)=O)=O 6-bromo-2-(difluoromethyl)-1,2,4-triazine-3,5(2H,4H)-dione